sodium sulfanide [SH-].[Na+]